BrC1=CC(=C2C(NN=C(C2=C1)C(=O)OC)=O)I methyl 7-bromo-5-iodo-4-oxo-3,4-dihydro-phthalazine-1-carboxylate